triselenium cysteine N[C@@H](CS)C(=O)O.[Se].[Se].[Se]